O1COC2=C1C=CC=C2CN2C(N(C(C1=C2SC(=C1C)C(=O)OCC)=O)CCO)=O ethyl 1-(2H-1,3-benzodioxol-4-ylmethyl)-3-(2-hydroxyethyl)-5-methyl-2,4-dioxo-1H,2H,3H,4H-thieno[2,3-d]pyrimidine-6-carboxylate